{2-Amino-6-[5-(hydroxymethyl)-1-{[6-(tert-butyl)-2-pyridyl]methyl}-1H-1,2,3-triazol-4-yl]-4-pyrimidinyl}benzonitrile NC1=NC(=CC(=N1)C1=C(C#N)C=CC=C1)C=1N=NN(C1CO)CC1=NC(=CC=C1)C(C)(C)C